FC1=C2CC(CC2=CC=C1C(C(=O)N)C)C=O (4-fluoro-2-formyl-indan-5-yl)propanamide